COC1=C(ON2CCCCC2)C=CC=C1 (2-methoxyphenoxy)piperidine